BrC1=C(C=C(C=C1)NC(CN1N=CC(=C(C1=O)Cl)Cl)=O)S(NCCC1=NC=CC=C1)(=O)=O N-(4-bromo-3-(N-(2-(pyridin-2-yl)ethyl)sulfamoyl)phenyl)-2-(4,5-dichloro-6-oxopyridazin-1(6H)-yl)acetamide